BrC=1C=CC2=C(N=C(S2)C23CC(C2)(C3)NC(=O)C3=NOC(=N3)C3(CC3)S(=O)(=O)C)C1 N-[3-(5-bromo-1,3-benzothiazol-2-yl)-1-bicyclo[1.1.1]pentanyl]-5-(1-methanesulfonylcyclopropyl)-1,2,4-oxadiazole-3-carboxamide